N-(2-(4-(4-allylpiperazine-1-yl)piperidine-1-yl)-5-((6-((R)-3-(3-chloro-5-fluorophenyl)isoxazolidine-2-yl)pyrimidine-4-yl)amino)-4-methoxyphenyl)acrylamide C(C=C)N1CCN(CC1)C1CCN(CC1)C1=C(C=C(C(=C1)OC)NC1=NC=NC(=C1)N1OCC[C@@H]1C1=CC(=CC(=C1)F)Cl)NC(C=C)=O